3-[3-(22,28-Difluoro-10-oxo-24-oxa-3,11,19,30-tetrazapentacyclo[23.3.1.12,5.015,23.016,20]triaconta-1(28),2,4,15(23),16(20),17,21,25(29),26-nonaen-6-yl)phenyl]propanoic acid FC1=CC=2NC=CC2C=2CCCNC(CCCC(C3=CN=C(C4=C(C=CC(OC12)=C4)F)N3)C=3C=C(C=CC3)CCC(=O)O)=O